BrC=1C=C(C=CC1F)NC(=NO)C1=NON=C1NCCCS(NO)(=O)=O N-(3-bromo-4-fluorophenyl)-N'-hydroxyl-4-((3-(N-hydroxylsulfamoyl)propyl)amino)-1,2,5-oxadiazol-3-formamidine